BrCC1=CC=C(C=C1)C1=NOC(=N1)C1CC1 3-[4-(Bromomethyl)phenyl]-5-cyclopropyl-1,2,4-oxadiazole